methyl 3-chloro-4-nitro-1-(tetrahydropyran-2-yl)-1H-indazole-6-carboxylate ClC1=NN(C2=CC(=CC(=C12)[N+](=O)[O-])C(=O)OC)C1OCCCC1